((1R,2R)-2-((t-butyldimethylsilyloxy)methyl)cyclopropyl)methyl methanesulfonate CS(=O)(=O)OC[C@H]1[C@@H](C1)CO[Si](C)(C)C(C)(C)C